methyl 5-((3-((6-amino-8-bromo-2-fluoro-9H-purin-9-yl) methyl) benzyl) oxy)-2-methoxybenzoate NC1=C2N=C(N(C2=NC(=N1)F)CC=1C=C(COC=2C=CC(=C(C(=O)OC)C2)OC)C=CC1)Br